racemic-4-(4,5,6,7-tetrahydrobenzo[b]thiophen-6-yl)morpholine S1C2=C(C=C1)CC[C@H](C2)N2CCOCC2 |r|